N-{8-fluoro-2-methyl-[1,2,4]triazolo[1,5-a]pyridin-6-yl}-2-methyl-4-(piperazin-1-yl)indazole-7-carboxamide FC=1C=2N(C=C(C1)NC(=O)C1=CC=C(C3=CN(N=C13)C)N1CCNCC1)N=C(N2)C